OC=1C=C(C=CC1O)C=1SC(=C(C1C1=CC(=C(C=C1)O)O)C1=CC(=C(C=C1)O)O)C1=CC(=C(C=C1)O)O 2,3,4,5-tetra(3,4-dihydroxyphenyl)thiophene